CC(C)(C)OC(=O)N1CCC(CC1)N N-Boc-4-amino-piperidine